CC=1SC=C(N1)C1(CC1)C#N 1-(2-methylthiazol-4-yl)cyclopropane-1-carbonitrile